3-((2S)-3-(8-(4-ethoxyphenylsulfonyl)-1-oxa-8-azaspiro[4.5]dec-3-ylamino)-2-hydroxypropoxy)-N-methylbenzenesulfonamide C(C)OC1=CC=C(C=C1)S(=O)(=O)N1CCC2(CC(CO2)NC[C@@H](COC=2C=C(C=CC2)S(=O)(=O)NC)O)CC1